CC1=CC=2N(C=C1)C=CN2 7-methylimidazo[1,2-a]pyridin